C[C@@H]1[C@H](C[C@H](C(O1)OP(=O)([O-])OP(=O)([O-])OC[C@@H]2[C@H]([C@H]([C@@H](O2)N3C=CC(=NC3=O)N)O)O)O)O The molecule is a nucleotide-sugar oxoanion that is the dianion of CDP-3,6-dideoxy-D-glucose, arising from deprotonation of the diphosphate OH groups; major species at pH 7.3. It is a conjugate base of a CDP-3,6-dideoxy-D-glucose.